COC1=C(C=CC=C1)C=CCNCC(COC1=CC(=CC=C1)NC1=CC=CC=C1)O ((3-(2-methoxyphenyl)allyl)amino)-3-(3-(anilino)phenoxy)propan-2-ol